Tert-butyl 2-(5-((2-(dibenzo[b,d]furan-2-yl)propan-2-yl)amino)-2-(2-fluorophenyl)-6-oxopyrimidin-1(6H)-yl)acetate C1=C(C=CC=2OC3=C(C21)C=CC=C3)C(C)(C)NC3=CN=C(N(C3=O)CC(=O)OC(C)(C)C)C3=C(C=CC=C3)F